6-(4-Fluorophenyl)-2,3-dihydro-5-(4-pyridinyl)imidazo[2,1-b]thiazole dihydrochloride Cl.Cl.FC1=CC=C(C=C1)C=1N=C2SCCN2C1C1=CC=NC=C1